1-(1-(1-(Propylsulfonyl)pyrrolidin-3-yl)-1,6-dihydroimidazo[4,5-d]pyrrolo[2,3-b]pyridine-2-yl)phenol C(CC)S(=O)(=O)N1CC(CC1)N1C(=NC=2C1=C1C(=NC2)NC=C1)C1(CC=CC=C1)O